CC1=C2C(=NC(=C1)C)OC(=C(C2=O)C(=O)O)C2=CC=CC=C2 5,7-dimethyl-4-oxo-2-phenyl-4H-pyrano[2,3-b]pyridine-3-carboxylic acid